5-(3,4-dicarboxyphenoxy)nicotinic acid C(=O)(O)C=1C=C(OC=2C=NC=C(C(=O)O)C2)C=CC1C(=O)O